OC1=CC=C2[C@@H]([C@@H](COC2=C1)C1=CC=CC=C1)C1=CC=C(C=C1)N1CCC(CC1)CN1CCN(CC1)C=1C=C2CN(C(C2=CC1)=O)[C@@H]1C(NC(CC1)=O)=O (S)-3-(5-(4-((1-(4-((3R,4S)-7-hydroxy-3-phenylchroman-4-yl)phenyl)piperidin-4-yl)methyl)piperazin-1-yl)-1-oxoisoindolin-2-yl)piperidine-2,6-dione